FC(C1=CC=C(C=N1)C1=CN(C2=NC=C(C=C21)B2OC(C(O2)(C)C)(C)C)S(=O)(=O)C2=CC=C(C)C=C2)F 3-(6-(difluoromethyl)pyridin-3-yl)-5-(4,4,5,5-tetramethyl-1,3,2-dioxaborolan-2-yl)-1-tosyl-1H-pyrrolo[2,3-b]pyridine